P(OCC#C)([O-])[O-] 2-propynyl phosphite